C(C)(=O)N1C(/C(/NC(C1)=O)=C/C=CC=1N=C(NC1C(C)C)C(CC)C1NCCOC1)=O (Z)-1-acetyl-3-((5-isopropyl-1-(3-morpholinyl)propylimidazol-4-yl)allylidene)piperazine-2,5-dione